4-(5-(3-phenylazetidin-1-yl)-2-(pyridin-4-yl)pyrazolo[1,5-a]pyrimidin-7-yl)morpholine C1(=CC=CC=C1)C1CN(C1)C1=NC=2N(C(=C1)N1CCOCC1)N=C(C2)C2=CC=NC=C2